acryloyloxy-benzotriazole-5-carboxylic acid Ethyl ester C(C)OC(=O)C=1C(C=2C(N=NN2)=CC1)OC(C=C)=O